N-((2S,3S)-2-((3',5'-difluorobiphenyl-3-yl)methyl)pyrrolidin-3-yl)methanesulfonamide hydrochloride Cl.FC=1C=C(C=C(C1)F)C1=CC(=CC=C1)C[C@@H]1NCC[C@@H]1NS(=O)(=O)C